fluoro-3-[(4-fluorophenyl)methoxy]bicyclo[3.1.0]hexane-2,6-dicarboxylic acid FC12C(C(CC2C1C(=O)O)OCC1=CC=C(C=C1)F)C(=O)O